ONC(=O)C=1C=2CN(CC2C=CC1)C=1SC2=C(N1)C=C(C=C2)C(F)(F)F N-hydroxy-2-(5-(trifluoromethyl)benzo[d]thiazol-2-yl)isoindoline-4-carboxamide